C(C)(C)(C)OC([C@H](C(C)C)N(C)C(=O)[C@@H]1C[C@H](C1)C#C)=O trans-(2S)-2-[(3-ethynylcyclobutanecarbonyl)-methyl-amino]-3-methyl-butyric acid tert-butyl ester